BrC1=C(C=2N=C(N=C3N(CCOC(=C1Cl)C32)[C@H](C)C=3C(=NC=CC3)N(C(OC(C)(C)C)=O)C(=O)OC(C)(C)C)Cl)F tert-butyl N-[3-[(1R)-1-(7-bromo-3,8-dichloro-6-fluoro-10-oxa-2,4,13-triazatricyclo[7.4.1.05,14]tetradeca-1,3,5(14),6,8-pentaen-13-yl)ethyl]-2-pyridyl]-N-tert-butoxycarbonyl-carbamate